BrC1=CC=C(C(=N1)NC(=O)[C@H]1N(C2CC2(C1)CO)C(=O)OC(C)(C)C)C (3S)-tert-butyl 3-(6-bromo-3-methylpyridin-2-ylcarbamoyl)-5-(hydroxymethyl)-2-azabicyclo[3.1.0]hexane-2-carboxylate